2-ethyl-4-hexyl-6-pentylphenol C(C)C1=C(C(=CC(=C1)CCCCCC)CCCCC)O